(S,E)-N-((2,6-Diisopropylphenyl)carbamoyl)-2-(1,2-dimethylpyrrolidin-2-yl)ethen-1-sulfonamid C(C)(C)C1=C(C(=CC=C1)C(C)C)NC(=O)NS(=O)(=O)\C=C\[C@]1(N(CCC1)C)C